BrC1=C2C=CN(C2=C(C=C1)N1CCN(CC1)C(=O)OC(C)(C)C)C(=O)OC(C)(C)C tert-butyl 4-bromo-7-(4-(tert-butoxycarbonyl) piperazin-1-yl)-1H-indole-1-carboxylate